3-methyl-4-[3-[[6-(trifluoromethyl)pyridin-3-yl]methyl]imidazo[4,5-b]pyridin-2-yl]-1,2,5-oxadiazole CC1=NON=C1C1=NC=2C(=NC=CC2)N1CC=1C=NC(=CC1)C(F)(F)F